NC1=C(C=C(C(=C1)C=1C=C(C=2N(C1)N=CN2)OC)C)NC2CCN(CC2)C(=O)OC(C)(C)C tert-butyl 4-((2-amino-4-(8-methoxy-[1,2,4]triazolo[1,5-a]pyridin-6-yl)-5-methylphenyl)amino)piperidine-1-carboxylate